N-((R)-4,4-difluoro-1-(oxetan-3-yl)pyrrolidin-3-yl)-5-(1-((R)-1,1-difluoropropan-2-yl)-1H-benzo[d][1,2,3]triazol-6-yl)-6-fluoro-4-methoxypyrrolo[2,1-f][1,2,4]triazin-2-amine FC1([C@@H](CN(C1)C1COC1)NC1=NN2C(C(=N1)OC)=C(C(=C2)F)C=2C=CC1=C(N(N=N1)[C@@H](C(F)F)C)C2)F